ClC1=NC(=CN=C1)OC1CC(N(CC1)C)C 2-chloro-6-((1,2-dimethylpiperidin-4-yl)oxy)pyrazine